N1=CC=C(C=C1)CN1C(=NC=C1)C(=O)O (pyridin-4-ylmethyl)-1H-imidazole-2-carboxylic acid